8-(6-(3-(6-azabicyclo[3.2.0]heptan-6-yl)propoxy)pyridin-3-yl)-7-fluoro-1-isopropyl-3-methyl-1,3-dihydro-2H-imidazo[4,5-c]cinnolin-2-one C12CCCC2N(C1)CCCOC1=CC=C(C=N1)C1=CC=2C3=C(N=NC2C=C1F)N(C(N3C(C)C)=O)C